(S)-2-((fluorenylmethoxycarbonyl)amino)-3-(4-(4-(tetrahydro-2H-pyran-4-yl)-2-oxopiperazin-1-yl)phenyl)propionic acid C1(=CC=CC=2C3=CC=CC=C3CC12)COC(=O)N[C@H](C(=O)O)CC1=CC=C(C=C1)N1C(CN(CC1)C1CCOCC1)=O